2-fluoro-6-(2-methoxyphenoxy)benzaldehyde FC1=C(C=O)C(=CC=C1)OC1=C(C=CC=C1)OC